ClC1=C(C(=O)N2CCN(CC2)C(=O)C2CCN(CC2)C(=O)OC(C)(C)C)C=CC(=C1)NC=1NC(N(C1C=1C(=NC(=C(C1)F)F)F)C)=O tert-butyl 4-[4-[2-chloro-4-[[1-methyl-5-(2,5,6-trifluoro-3-pyridyl)imidazole-2-onyl]amino]benzoyl]piperazine-1-carbonyl]piperidine-1-carboxylate